ClC1=C(C=C(OC2=CC=C3C(=N2)SC(=N3)NC(=O)C3=CN=NC=C3C3=C(C=CC=C3)OC)C=C1)OC N-(5-(4-chloro-3-methoxyphenoxy)thiazolo[5,4-b]pyridin-2-yl)-5-(2-methoxyphenyl)pyridazine-4-carboxamide